C(C(C)C)N1N=CC(=C1)C=1C=C(C=CC1)C=1N=C(CNC1)C(=O)O 5-(3-(1-isobutyl-1H-pyrazol-4-yl)phenyl)-1H-pyrazine-3-carboxylic acid